[C@H]12COC[C@@H]2C1N1N=NC=2C(C1=O)=NN(C2C=C)CC2=C(C=CC=C2)F 3-((1R,5S,6r)-3-oxabicyclo[3.1.0]hexan-6-yl)-6-(2-fluorobenzyl)-7-vinyl-3,6-dihydro-4H-pyrazolo[4,3-d][1,2,3]triazin-4-one